C(C)OC=1C=C(C=CC1OC)C=1C=C(C=NC1C)C=1CB(OC1)O (R)-4-(5-(3-ethoxy-4-methoxyphenyl)-6-methylpyridin-3-yl)-1,2-oxaborole-2-ol